6-(cyclopropylmethyl)-3-fluoro-2-(4-iodo-1-methyl-1H-pyrazol-5-yl)benzonitrile C1(CC1)CC1=CC=C(C(=C1C#N)C1=C(C=NN1C)I)F